3-chloro-N-(2-(2,6-dioxopiperidin-3-yl)-1,3-dioxoisoindolin-5-yl)-2-fluorobenzene-sulfonamide ClC=1C(=C(C=CC1)S(=O)(=O)NC=1C=C2C(N(C(C2=CC1)=O)C1C(NC(CC1)=O)=O)=O)F